4-(2-hydroxyethyl)piperidine-1-carboxylic acid tert-butyl ester C(C)(C)(C)OC(=O)N1CCC(CC1)CCO